8-(4-Acetylphenyl)-2-morpholin-4-ylchromen-4-one C(C)(=O)C1=CC=C(C=C1)C=1C=CC=C2C(C=C(OC12)N1CCOCC1)=O